CC1=CC=C(C=C1)S(=O)(=O)O.CC1=CC=C(C=C1)S(=O)(=O)O.N=1N(C=C2C1CNC2)C2=NC(=NC=C2)OCC2=C(C=C(C#N)C=C2)F 4-(((4-(5,6-dihydropyrrolo[3,4-c]pyrazol-2(4H)-yl)pyrimidin-2-yl)oxy)methyl)-3-fluorobenzonitrile bis(4-methylbenzenesulfonate)